7-isobutyl-3-(2-methylbenzyl)-2,3,6,7,8,9-hexahydroimidazo[1,2-a]pyrido[3,4-e]pyrimidin-5(1H)-one C(C(C)C)N1CC=2C(N=C3N(C2CC1)CCN3CC3=C(C=CC=C3)C)=O